C[SiH2]O[Si](O[Si](C)(C)C)(C1=CC=CC=C1)C1=CC=CC=C1 tetramethyl-3,3-diphenyltrisiloxane